(2,6-Dichloropyridin-4-yl)methyl (R)-3-amino-2-methylpropanoate hydrochloride Cl.NC[C@H](C(=O)OCC1=CC(=NC(=C1)Cl)Cl)C